ClC1=NC=C(C(=O)NNC(=O)C23CCC(CC2)(CC3)NC(OC(C)(C)C)=O)C(=C1)NC1CCOCC1 Tert-butyl (4-(2-(6-chloro-4-((tetrahydro-2H-pyran-4-yl)amino)nicotinoyl)hydrazine-1-carbonyl)bicyclo[2.2.2]octan-1-yl)carbamate